C1(CCCC1)N(C1=CC=C(C=C1)[C@@H]1NCCC[C@H]1C(=O)NC1=CC(=C(C=C1)C)C(F)(F)F)C=1C2=C(N=CN1)C=CC=N2 (2R,3R)-2-(4-(cyclopentyl-(pyrido[3,2-d]pyrimidin-4-yl)amino)phenyl)-N-(4-methyl-3-(trifluoromethyl)phenyl)piperidine-3-carboxamide